ClC1=NC(=C(C(=N1)NCCO)OC)Cl 2-((2,6-dichloro-5-methoxypyrimidin-4-yl)amino)ethan-1-ol